(2R,3R,4S,5S)-2-(4-Amino-7H-pyrrolo[2,3-d]pyrimidin-7-yl)-5-((((5-(benzo[d][1,3]dioxol-5-yl)-3-methylisoxazol-4-yl)methyl)thio)methyl)tetrahydrofuran-3,4-diol NC=1C2=C(N=CN1)N(C=C2)[C@@H]2O[C@@H]([C@H]([C@H]2O)O)CSCC=2C(=NOC2C2=CC1=C(OCO1)C=C2)C